3-(hexadec-15-yn-1-ylthio)propan-1-ol C(CCCCCCCCCCCCCC#C)SCCCO